6-bromo-5,7-difluoroindoline-2,3-dione BrC1=C(C=C2C(C(NC2=C1F)=O)=O)F